N-[3-[(1-amino-6,7-dimethoxy-3-isoquinolinyl)methylamino]propyl]tetrahydro-2-furancarboxamide sulfate salt S(=O)(=O)(O)O.NC1=NC(=CC2=CC(=C(C=C12)OC)OC)CNCCCNC(=O)C1OCCC1